(1R,5S)-6-(4-amino-5-{3-fluoro-4-[(4-methylpyrimidin-2-yl)oxy]phenyl}-7-methyl-5H-pyrrolo[3,2-d]pyrimidin-6-yl)-3-azabicyclo[3.1.0]hexane-3-carboxylic acid tert-butyl ester C(C)(C)(C)OC(=O)N1C[C@H]2C([C@H]2C1)C1=C(C=2N=CN=C(C2N1C1=CC(=C(C=C1)OC1=NC=CC(=N1)C)F)N)C